C1(=CC=CC=C1)NC=1N(C2=NC(=NC=C2N1)CS(=O)(=O)O)C1CN(CCC1)C(C=C)=O.N1CCC(CC1)=CC1=CC=C(C(=O)N)C=C1 4-(piperidin-4-ylidenemethyl)benzamide 8-phenylamino-9-(N-acryloyl-3-piperidinyl)-9H-purinemethanesulfonate